(S)-N-((R)-(5-chloro-6-(trifluoromethyl)pyridin-2-yl)(5-chloro-6-(trifluoromethyl)-pyridin-3-yl)methyl)-2-oxoimidazolidine-4-carboxamide ClC=1C=CC(=NC1C(F)(F)F)[C@H](NC(=O)[C@H]1NC(NC1)=O)C=1C=NC(=C(C1)Cl)C(F)(F)F